C(C1=CC=CC=C1)OC(=O)NCCOC=1C=C(C(=O)O)C=CC1 3-(2-(((Benzyloxy)carbonyl)amino)ethoxy)benzoic acid